[7-[2,4-difluoro-6-(2-methoxyethoxy) phenyl]-6-[(4S,7S)-4,7-dimethyl-5-prop-2-enoyl-6,7-dihydro-4H-pyrazolo[1,5-a]pyrazin-2-yl] thieno[3,2-c]pyridin-4-yl] trifluoromethanesulfonate FC(S(=O)(=O)OC1=NC(=C(C2=C1C=CS2)C2=C(C=C(C=C2OCCOC)F)F)C2=NN1C([C@@H](N(C[C@@H]1C)C(C=C)=O)C)=C2)(F)F